C(CCCCCCCCC)C(C(=C(CCC)C(OP(OC[C@@H](CO)O)(=O)[O-])C[N+](C)(C)C)CCCCCCCCCC)=O 1,2-didecyl-hexaenoyl-sn-glycero-3-phosphocholine